2-methoxy-1-(4-methylpiperidin-4-yl)ethylamine COCC(C1(CCNCC1)C)N